methyl 6-(3-oxobenzo[d]isothiazol-2(3H)-yl)nicotinate O=C1N(SC2=C1C=CC=C2)C2=NC=C(C(=O)OC)C=C2